Ethyl 5-(tert-butoxycarbonylamino)-2-methyl-pyrazolo[1,5-a]pyridine-3-carboxylate C(C)(C)(C)OC(=O)NC1=CC=2N(C=C1)N=C(C2C(=O)OCC)C